ClC=1C=C2CC(COC2=CC1)C(=O)C1=CN(C2=CC(=CC=C12)C=1C=NNC1Cl)C[C@H](C)N(C)C (6-Chlorochroman-3-yl)-[6-(5-chloro-1H-pyrazol-4-yl)-1-[(2S)-2-(dimethylamino)propyl]indol-3-yl]methanone